CC(CC=1SC=CC1)C(CC(CCC)C)CCCC 2,5-dimethyl-3-butyloctylthiophene